(cis)-1-benzenesulfonyl-4-{[4-methyl-1-(2-cyanoacetyl)pyrrolidin-3-yl]-methyl-amino}-1H-pyrrolo[2,3-b]pyridine-5-carbonitrile C1(=CC=CC=C1)S(=O)(=O)N1C=CC=2C1=NC=C(C2N(C)[C@@H]2CN(C[C@@H]2C)C(CC#N)=O)C#N